4-methyl-3-(methylthio)aniline CC1=C(C=C(N)C=C1)SC